COC(C1=CC(=C(C=C1)NC1=C(C(=CC=C1)C(=O)N1CCOCC1)Cl)C(C)(C)O)=O 4-{[2-chloro-3-(morpholine-4-carbonyl)phenyl]Amino}-3-(2-hydroxypropan-2-yl)benzoic acid methyl ester